C(C1=CC=CC=C1)OC1=CC(=C(C=C1)C1=C(C(=NC(=N1)C1=CC(=CC=C1)C(F)(F)F)N)[N+](=O)[O-])F [4-(benzyloxy)-2-fluorophenyl]-5-nitro-2-[3-(trifluoromethyl)phenyl]pyrimidin-4-amine